ethyl-2-chloropyridine C(C)C=1C(=NC=CC1)Cl